N1(N=CC=C1)CC1=C(C(=C(C(=O)O)C=C1)F)Br 4-((1H-pyrazol-1-yl)methyl)-3-bromo-2-fluorobenzoic acid